thiaborolid S1B=[C-]C=C1